5-(5-bromo-3,4-dihydroquinolin-1(2H)-yl)-6-fluoro-1-methylpyrido[4,3-e][1,2,4]triazolo[4,3-a]pyrimidine BrC1=C2CCCN(C2=CC=C1)C1=NC=2N(C3=C1C(=CN=C3)F)C(=NN2)C